2-[1-[(2,3-difluorophenyl)methyl]-5-oxopyrrolidin-2-yl]-N-isopropylsulfonylacetamide FC1=C(C=CC=C1F)CN1C(CCC1=O)CC(=O)NS(=O)(=O)C(C)C